C(C1=CC=CC=C1)SC1=NN=C(S1)NC(CCC1=CC(=C(C(=C1)C(C)(C)C)O)C(C)(C)C)=O N-(5-(benzylthio)-1,3,4-thiadiazol-2-yl)-3-(3,5-di-t-butyl-4-hydroxyphenyl)propanamide